NC1=C(C(=NC=C1C#N)OC)\C=C\OCC (E)-4-amino-5-(2-ethoxyvinyl)-6-methoxynicotinonitrile